1-(2-fluoro-4-nitrophenyl)-4-(2-fluoroethyl)piperazine tert-butyl-6-formyl-2-azaspiro[3.3]heptane-2-carboxylate C(C)(C)(C)OC(=O)N1CC2(C1)CC(C2)C=O.FC2=C(C=CC(=C2)[N+](=O)[O-])N2CCN(CC2)CCF